N-(2-Hydroxy-2-methylpropyl)-2-(1,2-oxazol-4-yl)-6-[4-(trifluoromethoxy)phenyl]pyrimidin OC(CN1C(N=CC=C1C1=CC=C(C=C1)OC(F)(F)F)C=1C=NOC1)(C)C